FC1=C2C(NC(=NC2=CC(=C1)OCC1CCN(CC1)CCC1CCN(CC1)C1=CC=C(C=C1)[N+](=O)[O-])CSC1CCOCC1)=O 5-fluoro-7-((1-(2-(1-(4-nitrophenyl)piperidin-4-yl)ethyl)piperidin-4-yl)methoxy)-2-(((tetrahydro-2H-pyran-4-yl)thio)methyl)quinazolin-4(3H)-one